N-(3-(1-aminoprop-2-yl)-4-fluorophenyl)-4-cyclopropyl-2-(4-fluoro-2-methylphenoxy)-5-(trifluoromethyl)benzamide NCC(C)C=1C=C(C=CC1F)NC(C1=C(C=C(C(=C1)C(F)(F)F)C1CC1)OC1=C(C=C(C=C1)F)C)=O